(trans)-3-((2-((4-bromo-3-(((tert-butyldimethylsilyl)oxy)methyl)-5-cyanophenyl)amino)-5-methylpyrimidin-4-yl)amino)tetrahydro-2H-pyran-4-carbonitrile BrC1=C(C=C(C=C1C#N)NC1=NC=C(C(=N1)N[C@@H]1COCC[C@H]1C#N)C)CO[Si](C)(C)C(C)(C)C